Methyl (R)-2-((1-(7-methyl-2-morpholino-4-oxo-4H-pyrido[1,2-a]pyrimidin-9-yl)ethyl)amino)benzoate CC=1C=C(C=2N(C(C=C(N2)N2CCOCC2)=O)C1)[C@@H](C)NC1=C(C(=O)OC)C=CC=C1